4-(6-((4-carbamoyl-2-fluorobenzyl)oxy)pyridin-2-yl)piperidine-1-carboxylate C(N)(=O)C1=CC(=C(COC2=CC=CC(=N2)C2CCN(CC2)C(=O)[O-])C=C1)F